[N+](=O)([O-])C=1C(=NC(=CC1)C1=CC=CC=C1)NC1=CC=C(C(=O)OC)C=C1 methyl 4-((3-nitro-6-phenylpyridin-2-yl)amino)benzoate